C(C)(=O)OC1=C(CCCC2=C1C=CC(=C2)C(=O)OC)C2=CC(CCC2)(C)C Methyl 9-acetoxy-8-(3,3-dimethylcyclohex-1-en-1-yl)-6,7-dihydro-5H-benzo[7]annulene-3-carboxylate